FC1=C(N=CC2=C1N=C(N=C2)OC[C@]21CCCN1C[C@@H](C2)F)C2=C1C=NN(C1=CC1=C2C=CC=C1)C1OCCCC1 8-fluoro-2-(((2R,7aS)-2-fluorohexahydro-1H-pyrrolizin-7a-yl)methoxy)-7-(1-(tetrahydro-2H-pyran-2-yl)-1H-benzo[f]indazol-4-yl)pyrido[4,3-d]pyrimidin